[Phenyl(dimethylfluorenyl)triazinyl][(biphenylyl)dibenzoselenophenyl]benzene C1(=CC=CC=C1)C1=C(C(=NN=N1)C1=C(C=CC=C1)C1=C(C=CC=2[Se]C3=C(C21)C=CC=C3)C3=C(C=CC=C3)C3=CC=CC=C3)C3=C(C(=CC=2C1=CC=CC=C1CC32)C)C